1-((S)-1-(4-fluorophenyl)-3,4-dihydroisoquinolin-2(1H)-yl)-2-hydroxy-2-(1-methylpyrrolidin-3-yl)ethanone FC1=CC=C(C=C1)[C@@H]1N(CCC2=CC=CC=C12)C(C(C1CN(CC1)C)O)=O